OCC1CCC(CC1)N1N=C2C=C(C(=CC2=C1)[N+](=O)[O-])C(=O)OC methyl 2-[4-(hydroxymethyl)cyclohexyl]-5-nitro-indazole-6-carboxylate